ClC1=CC=C(C=C1)NC(NC1=CC=C(C=C1)C1=CC=CC=C1)=O 3-(4-chlorophenyl)-1-(4-phenylphenyl)urea